BrC1=CC(=C(C(=C1OC=1C=CC(=C(C#N)C1)F)F)F)[N+](=O)[O-] 5-(6-bromo-2,3-difluoro-4-nitro-phenoxy)-2-fluoro-benzonitrile